(1-(2,4,5-trifluorobenzyl)-1H-pyrazol-4-yl)methylamine hydrochloride Cl.FC1=C(CN2N=CC(=C2)CN)C=C(C(=C1)F)F